(7-(3-amino-5-(5-methyl-1,2,4-oxadiazol-3-yl)phenyl)pyrazolo[1,5-a]pyridin-3-yl)(piperidin-1-yl)methanone NC=1C=C(C=C(C1)C1=NOC(=N1)C)C1=CC=CC=2N1N=CC2C(=O)N2CCCCC2